(R)-N-(2-(4-(4-cyclopropyl-1,4-diazepan-1-yl)piperidin-1-yl)-5-((6-(3-(2-fluoro-3-(trifluoromethyl)phenyl)isoxazolidin-2-yl)pyrimidin-4-yl)amino)-4-methoxyphenyl)acrylamide C1(CC1)N1CCN(CCC1)C1CCN(CC1)C1=C(C=C(C(=C1)OC)NC1=NC=NC(=C1)N1OCC[C@@H]1C1=C(C(=CC=C1)C(F)(F)F)F)NC(C=C)=O